N-(7-chloro-6-(4-(3-fluoroazetidin-1-yl)cyclohexyl)isoquinolin-3-yl)-2-ethyl-3-(1-methyl-1H-pyrazol-4-yl)cyclopropane-1-carboxamide ClC1=C(C=C2C=C(N=CC2=C1)NC(=O)C1C(C1C=1C=NN(C1)C)CC)C1CCC(CC1)N1CC(C1)F